(1-(2-amino-6-(4-methylpiperazin-1-yl)pyrimidin-4-yl)-3-propylpiperidin-3-yl)methanol NC1=NC(=CC(=N1)N1CC(CCC1)(CCC)CO)N1CCN(CC1)C